N-((2-methoxyphenyl)(methyl)(oxo)-λ6-sulfaneylidene)cyanamide COC1=C(C=CC=C1)S(=NC#N)(=O)C